Tert-butyl (3R,5S)-4-(2-((3-(2,6-Dioxopiperidin-3-yl) phenyl) amino)-2-oxoethyl)-3,5-dimethylpiperazine-1-carboxylate O=C1NC(CCC1C=1C=C(C=CC1)NC(CN1[C@@H](CN(C[C@@H]1C)C(=O)OC(C)(C)C)C)=O)=O